COC1=CC=2C(=C3C(=NC2C=C1COCCN1CCCC1)CCC3)N[C@@H]3CNCCCC3 (3S)-N-(7-methoxy-6-{[2-(pyrrolidin-1-yl)ethoxy]methyl}-1H,2H,3H-cyclopenta[b]quinolin-9-yl)azepan-3-amine